C1(CCCCC1)C(=O)N1CC2=CC(=CC=C2C(C1)(C)C)N1CCN(CC1)C1CCCC1 cyclohexyl(7-(4-cyclopentylpiperazin-1-yl)-4,4-dimethyl-3,4-dihydroisoquinolin-2(1H)-yl)methanone